(S)-N'-((1,2,3,5,6,7-hexahydrodicyclopenta[b,e]pyridin-8-yl)carbamoyl)-1-(2,2,2-trifluoroethyl)-1H-pyrazole-3-sulfonimidamide C1CCC2=NC3=C(C(=C21)NC(=O)N=[S@@](=O)(N)C2=NN(C=C2)CC(F)(F)F)CCC3